ClC1=C(C=CC=C1S(=O)(=O)C1=CC=C(C=C1)Cl)S(=O)(=O)C1=CC=C(C=C1)Cl 1-chloro-2,6-bis-(4-chlorophenylsulfonyl)-benzene